O=C1NC(CCC1N1C(C2=CC(=C(C=C2C1)N1CCN(CC1)C(=O)OC(C)(C)C)F)=O)=O tert-butyl 4-(2-(2,6-dioxopiperidin-3-yl)-6-fluoro-1-oxoisoindolin-5-yl)piperazine-1-carboxylate